2-[(4-bromo-3-methoxy-phenyl)methoxy]acetic acid BrC1=C(C=C(C=C1)COCC(=O)O)OC